(S)-2-methyl-3-hydroxypropionic acid benzyl ester C(C1=CC=CC=C1)OC([C@H](CO)C)=O